Cl.CN(CC(COC1=C(C=CC=C1)CCC1=CC(=CC=C1)OC)O)C 1-dimethylamino-3-[2-[2-(3-methoxyphenyl)ethyl]phenoxy]-2-propanol hydrochloride